1,2-bis(4-chlorophenyl)-4-phenyl-1,2,4-triazolidine ClC1=CC=C(C=C1)N1N(CN(C1)C1=CC=CC=C1)C1=CC=C(C=C1)Cl